(8-(2-(tetrahydro-2H-pyran-4-yl)ethyl)-2,8-diazaspiro[4.5]decan-2-yl)(3,3,5-trimethyl-2,3-dihydro-1H-pyrrolo[3,2-b]pyridin-1-yl)methanone O1CCC(CC1)CCN1CCC2(CCN(C2)C(=O)N2CC(C3=NC(=CC=C32)C)(C)C)CC1